5-acetoxy-5-(2-chlorophenyl)penta-2,3-dienoic acid ethyl ester C(C)OC(C=C=CC(C1=C(C=CC=C1)Cl)OC(C)=O)=O